ClC1=CC=C2C(NC(=NC2=C1)C(F)(F)F)=O 7-chloro-2-(trifluoromethyl)quinazolin-4(3H)-one